(R)-8-(4-(azetidin-2-ylmethoxy)-2-chloro-phenyl)-9-benzyl-6-(1-methylcyclopropoxy)-9H-purine N1[C@H](CC1)COC1=CC(=C(C=C1)C=1N(C2=NC=NC(=C2N1)OC1(CC1)C)CC1=CC=CC=C1)Cl